(3Z)-17,17-dimethoxy-3-heptadecene-1-ol COC(CCCCCCCCCCCC\C=C/CCO)OC